FC1CN(CC1)C=O (3-fluoropyrrolidin-1-yl)methanone